1-(5-Tert-butyl-2H-pyrazol-3-yl)-3-(4-{5-[2-(2-{3-[2-(2,6-dioxopiperidin-3-yl)-1-oxo-2,3-dihydro-1H-isoindol-4-yl]-prop-2-ynyloxy}-ethoxy)-ethoxy]-benzoimidazol-1-yl}-phenyl)-urea C(C)(C)(C)C=1C=C(NN1)NC(=O)NC1=CC=C(C=C1)N1C=NC2=C1C=CC(=C2)OCCOCCOCC#CC2=C1CN(C(C1=CC=C2)=O)C2C(NC(CC2)=O)=O